trifluoropropyl-silicon FC(CC[Si])(F)F